N1N=NN=C1C1=CC=C(CN2C[C@@]3([C@@H](N[C@H]([C@@H]3C3=C(C(=CC=C3)Cl)F)C(=O)NC3=C(C=C(C(=O)O)C=C3)OC)CC(C)(C)C)C3=CC=C(C=C23)Cl)C=C1 4-((2'S,3S,4'S,5'R)-1-(4-(1H-tetrazol-5-yl)benzyl)-6-chloro-4'-(3-chloro-2-fluorophenyl)-2'-neopentyl-spiro[indoline-3,3'-pyrrolidine]-5'-carboxamido)-3-methoxybenzoic acid